rel-2-((3R,4R)-4-((4-(cyclopropyl(2-fluoro-4-(1-methyl-1H-pyrazol-4-yl)benzyl)-amino)-7H-pyrrolo[2,3-d]pyrimidin-7-yl)methyl)-3,4-dihydroxypiperidin-1-yl)acetamide C1(CC1)N(C=1C2=C(N=CN1)N(C=C2)C[C@]2([C@@H](CN(CC2)CC(=O)N)O)O)CC2=C(C=C(C=C2)C=2C=NN(C2)C)F |o1:14,15|